COCCOC1=CC(=NC(=N1)C=1N(C=CN1)C)C(=O)NC1=CC(=NC=C1)C(F)(F)F 6-(2-methoxyethoxy)-2-(1-methyl-1H-imidazol-2-yl)-N-(2-(trifluoromethyl)pyridin-4-yl)pyrimidine-4-carboxamide